FC(OC=1C=C(C=CC1)CC(=O)O)(F)F 3-(trifluoromethoxy)phenylacetic acid